4-(2-(2-(benzyloxy)ethoxy)ethoxy)-2-(2,6-dioxopiperidin-3-yl)isoindoline-1,3-dione C(C1=CC=CC=C1)OCCOCCOC1=C2C(N(C(C2=CC=C1)=O)C1C(NC(CC1)=O)=O)=O